docosynyl alcohol C(#CCCCCCCCCCCCCCCCCCCCC)O